2-ethylindane-2-carbaldehyde C(C)C1(CC2=CC=CC=C2C1)C=O